1-(difluoromethyl)-4-amino-pyrazole FC(N1N=CC(=C1)N)F